N[C@H](C)[C@]1([C@H](CN(C1)S(=O)(=O)C1=NC=C(C=C1)Cl)OC1=CC(=C(C#N)C=C1)F)O 4-(((3s,4r)-4-((R)-1-aminoethyl)-1-((5-chloropyridin-2-yl)sulfonyl)-4-hydroxypyrrolidin-3-yl)oxy)-2-fluorobenzonitrile